FC(C(=O)N1CC2C3=C(C(C1)C2)C=C2C(=C3)N=CC(=N2)C)(F)F 2,2,2-Trifluoro-1-(2-methyl-6,7,9,10-tetrahydro-6,10-methano-8H-pyrazino[2,3-h][3]benzazepin-8-yl)ethanone